ClC=1C(=NC(=NC1)NC1=C(C=C2CCN(CC2=C1)C)OC)NC1=C(C=C(C=C1)OS(=O)(=O)F)P(=O)(C)C 4-((5-Chloro-2-((6-methoxy-2-methyl-1,2,3,4-tetrahydroisoquinolin-7-yl)amino)pyrimidin-4-yl)amino)-3-(dimethylphosphoryl)phenylsulfurofluoridate